C(C)(C)C1CC(CCC1)C(CC)=O 1-(3-isopropylcyclohexyl)propanal